CC=1C=CC(=NC1)C=1C(=C2C(=NC1)NC=C2)N[C@H]2CN(CCC2)C(CC#N)=O (R)-3-(3-((5-(5-methylpyridin-2-yl)-1H-pyrrolo[2,3-b]pyridin-4-yl)amino)piperidin-1-yl)-3-oxopropanenitrile